[O-]S(=O)(=O)C(F)(F)F.C(CCCC)[N+]1(CCCC1)CCC 1-Pentyl-1-propylpyrrolidinium triflat